[N+](=O)([O-])C=1C=CC2=C(C(=NCC(N2)=O)C2=CC=CC=C2)C1 7-nitro-5-phenyl-1H-1,4-benzodiazepine-2(3H)-one